tert-butyl 2-[2-[2-(3-hydroxyphenoxy)ethoxy]ethoxy]acetate OC=1C=C(OCCOCCOCC(=O)OC(C)(C)C)C=CC1